FC=1C=C(C=NC1)[C@@H](C)N (1R)-1-(5-fluoropyridin-3-yl)ethan-1-amine